1-phenylprop-2-enylbenzene C1(=CC=CC=C1)C(C=C)C1=CC=CC=C1